tert-butyl 5,7-difluoro-4-(5-fluoro-8-methyl-2-methylsulfinyl-7-oxo-pyrido[2,3-d]pyrimidin-6-yl)-8-methyl-2,3-dihydroquinoxaline-1-carboxylate FC1=C2N(CCN(C2=C(C(=C1)F)C)C(=O)OC(C)(C)C)C1=C(C2=C(N=C(N=C2)S(=O)C)N(C1=O)C)F